3-(amino)-1-oxo-1-hydroxy-phospholane NC1CP(CC1)(O)=O